CC(=CCCC1(OC2=CC(=CC(=C2CC1)C)O)C)CCC=C(C)C 2-(4,8-Dimethylnona-3,7-dienyl)-2,5-dimethyl-3,4-dihydrochromen-7-ol